C(C)N1C2=CC=CC=C2SC=2C=C(C=CC12)/C=C/C(=O)NC1=CC=C(C=C1)F (E)-3-(10-ethyl-10H-phenothiazin-3-yl)-N-(4-fluorophenyl)acrylamide